O1C(CCCC1)O[C@@H](C)C=1N(C=CN1)CC=1N=C(OC1)C1=CC=C(C=C1)C#CC1=CC=C(CN2CCC(CC2)O)C=C1 1-(4-((4-(4-((2-((1S)-1-((tetrahydro-2H-pyran-2-yl)oxy)ethyl)-1H-imidazol-1-yl)methyl)oxazol-2-yl)phenyl)ethynyl)benzyl)piperidin-4-ol